6-bromo-4-fluoro-3-methyl-1-(p-toluenesulfonyl)indazole BrC1=CC(=C2C(=NN(C2=C1)S(=O)(=O)C1=CC=C(C)C=C1)C)F